4'-(2-cyanostyryl)-4-stilbenecarbonitrile C(#N)C1=C(C=CC2=CC=C(C=CC3=CC=C(C=C3)C#N)C=C2)C=CC=C1